[3-(2,6-Dimethyl-piperidin-1-yl)-propyl]-furan-2-ylmethyl-amine CC1N(C(CCC1)C)CCCNCC=1OC=CC1